ethyl 2,6-dimethyl-4-[2-(3-methyloxetan-3-yl)ethynyl]-7-oxo-1H-pyrrolo[2,3-c]pyridine-3-carboxylate CC1=C(C2=C(C(N(C=C2C#CC2(COC2)C)C)=O)N1)C(=O)OCC